O[C@H]1COCC[C@@H]1N1C=NC2=C(C(=C(C=C2C1=O)CC=1C=NC(=CC1)C=1C=NN(C1)C1CCOCC1)C)C 3-((3R,4S)-3-hydroxytetrahydro-2H-pyran-4-yl)-7,8-dimethyl-6-((6-(1-(tetrahydro-2H-pyran-4-yl)-1H-pyrazol-4-yl)pyridin-3-yl)methyl)quinazolin-4(3H)-one